(4,4-difluoro-1-piperidinyl)(3-(imidazo[1,2-a]pyrimidin-6-yl)-6-quinoxalinyl)methanone FC1(CCN(CC1)C(=O)C=1C=C2N=C(C=NC2=CC1)C=1C=NC=2N(C1)C=CN2)F